2-({4-[(2-imino-2,3-dihydro-1,3-oxazol-3-yl)methyl]-1H-1,3-benzodiazol-2-yl}amino)-2-[3-(trifluoromethoxy)phenyl]propyl 2,2-dimethylpropanoate CC(C(=O)OCC(C)(C1=CC(=CC=C1)OC(F)(F)F)NC1=NC2=C(N1)C=CC=C2CN2C(OC=C2)=N)(C)C